6-bromo-3-fluoroimidazo[1,2-a]pyridine-8-carboxylate BrC=1C=C(C=2N(C1)C(=CN2)F)C(=O)[O-]